COC(=O)[C@H]1C=C[C@@H](C1)NC(=O)OC(C)(C)C (1R,4R)-4-((tert-Butoxycarbonyl)amino)-2-cyclopentene-1-carboxylic acid methyl ester